N-(3-(4-((2-amino-2-oxoethyl)amino)-1H-1,2,3-triazol-1-yl)-2-fluoro-6-(4-methylpiperazin-1-yl)phenyl)-2-chloro-4-fluoro-5-hydroxy-3-methylbenzamide NC(CNC=1N=NN(C1)C=1C(=C(C(=CC1)N1CCN(CC1)C)NC(C1=C(C(=C(C(=C1)O)F)C)Cl)=O)F)=O